C(C)(C)(C)C1CCN(CC1)CC1=CC=C(CNC2=C3C(N(C(C3=CC=C2)=O)C2C(NC(CC2)=O)=O)=O)C=C1 4-(4-((4-tert-butylpiperidin-1-yl)methyl)benzylamino)-2-(2,6-dioxopiperidin-3-yl)isoindoline-1,3-dione